C(C)OC1=CC=C(C=C1)S(=O)(=O)NC=1C=C(C(=O)NC2=NN=CN2)C=CC1 3-((4-ethoxyphenyl)sulfonamido)-N-(4H-1,2,4-triazol-3-yl)benzamide